1,6-di(cyanoguanidino)hexane C(CCCN=C(N)NC#N)CCN=C(N)NC#N